(E)-2-(4-((1H-Imidazol-1-yl)methyl)benzylidene)pent-3-ynoic acid N1(C=NC=C1)CC1=CC=C(\C=C(\C(=O)O)/C#CC)C=C1